FC(C(=O)O)(F)F.ClC1=C(C=C(OCC(=O)N)C=C1)F 2-(4-chloro-3-fluorophenoxy)acetamide 2,2,2-trifluoroacetate